3,5,5-trimethyl-hexyl n-butyl ether C(CCC)OCCC(CC(C)(C)C)C